2-{6-[(3r,5r)-3,5-dimethylpiperazin-1-yl]pyridazin-3-yl}-5-(7-fluoro-2-methyl-2H-indazol-5-yl)pyridin-3-ol C[C@@H]1CN(C[C@H](N1)C)C1=CC=C(N=N1)C1=NC=C(C=C1O)C1=CC2=CN(N=C2C(=C1)F)C